1-(2-aminopyrimidin-4-yl)azetidin-3-ol NC1=NC=CC(=N1)N1CC(C1)O